COC(C1=CN=C(C(=C1)C)N1CCC(CC1)OC=1C=NC(=CC1)OC)=O.ClC1=C(C(=O)NC2CCC2)C=CC(=C1)CNC1=NC=NC2=C1SC=1N=NC(=C(C12)C)C 2-chloro-N-cyclobutyl-4-[[(3,4-dimethylpyrimido[4',5':4,5]thieno[2,3-c]pyridazin-8-yl)amino]methyl]benzamide methyl-6-(4-((6-methoxypyridin-3-yl)oxy)piperidin-1-yl)-5-methylnicotinate